6-Amino-3-bromo-2-fluoro-5-iodobenzoic acid NC1=C(C=C(C(=C1C(=O)O)F)Br)I